C(CN([C@@H](CCC(N)=O)C(=O)O)CC(=O)O)(=O)O glutamine-diacetic acid